(1R,3S,4R)-N-((R)-1-cyano-2-((S)-2-oxopiperidin-3-yl)ethyl)-5,5-difluoro-2-((R)-2-hydroxy-2-phenylacetyl)-2-azabicyclo[2.2.2]octane-3-carboxamide C(#N)[C@@H](C[C@H]1C(NCCC1)=O)NC(=O)[C@H]1N([C@H]2CC([C@@H]1CC2)(F)F)C([C@@H](C2=CC=CC=C2)O)=O